(4-fluoro-1-methyl-1H-indazol-5-yl)propionic acid ethyl ester C(C)OC(C(C)C=1C(=C2C=NN(C2=CC1)C)F)=O